ClC1=NC=C(C(=C1)N1C[C@H](CCC1)NC(OC(C)(C)C)=O)C=1C=NN(C1)C(F)(F)F tert-butyl (S)-(1-(2-chloro-5-(1-(trifluoromethyl)-1H-pyrazol-4-yl)pyridin-4-yl)piperidin-3-yl)carbamate